(1R,2S,5S)-3-(4-Methoxy-benzenesulfonyl)-3-azabicyclo[3.1.0]hexane-2-carboxylic acid COC1=CC=C(C=C1)S(=O)(=O)N1[C@@H]([C@@H]2C[C@@H]2C1)C(=O)O